C(C1=CC=CC=C1)OC1[C@H](NC(CCC)=O)[C@@H](OCC2=CC=CC=C2)[C@H](OC(CCC)=O)[C@H](O1)COC(CCC)=O 1,3-di-O-benzyl-4,6-di-O-butyryl-N-butyryl-glucosamine